6-(3-amino-6-(3-(1-(dimethylamino)ethyl)-4-methoxyphenyl)-5-fluoropyrazin-2-yl)-4-fluoroisoquinolin-1(2H)-one NC=1C(=NC(=C(N1)F)C1=CC(=C(C=C1)OC)C(C)N(C)C)C=1C=C2C(=CNC(C2=CC1)=O)F